(3-methanesulfonylpropyl)-2-[(1R,6R)-3-methyl-6-(prop-1-en-2-yl)cyclohex-2-en-1-yl]benzene CS(=O)(=O)CCCC1=C(C=CC=C1)[C@@H]1C=C(CC[C@H]1C(=C)C)C